COCCN1C=NC=2C1=NC(=CC2N2CCOCC2)N2N=C(N=C2)C=2C=C(C=CC2)C 4-(3-(2-methoxyethyl)-5-(3-(m-tolyl)-1H-1,2,4-triazol-1-yl)-3H-imidazo[4,5-b]pyridin-7-yl)morpholine